1-(3-(difluoromethoxy)phenyl)-N-(3-methyl-1,1-dioxidothietan-3-yl)-3-(tetrahydro-2H-pyran-4-yl)-1H-pyrazolo[3,4-b]pyridine-5-carboxamide FC(OC=1C=C(C=CC1)N1N=C(C=2C1=NC=C(C2)C(=O)NC2(CS(C2)(=O)=O)C)C2CCOCC2)F